(S)-N'-((3,3-dimethyl-1,2,3,5,6,7-hexahydrodicyclopenta[b,e]pyridin-8-yl)carbamoyl)-3-fluoro-5-(2-hydroxypropan-2-yl)thiophene-2-sulfonimidamide CC1(CCC=2C1=NC1=C(C2NC(=O)N=[S@@](=O)(N)C=2SC(=CC2F)C(C)(C)O)CCC1)C